CN([C@@H](CC1=CC(=C(C(=O)NC)C=C1)F)CNC(C[C@H](C1(CC1)C(F)(F)F)C1=CC=CC=C1)=O)C 4-((S)-2-(dimethylamino)-3-((S)-3-phenyl-3-(1-(trifluoromethyl)cyclopropyl)propanamido)propyl)-2-fluoro-N-methylbenzamide